3-(2,3,4,4a,5,6,7,7a-octahydro-1H-cyclopenta[b]pyridin-4-yl)-7-[[1-(2-hydroxyethyl)pyrazol-4-yl]amino]-1-methyl-4H-pyrimido[4,5-d]pyrimidin-2-one N1C2C(C(CC1)N1C(N(C3=NC(=NC=C3C1)NC=1C=NN(C1)CCO)C)=O)CCC2